C1(=CC=CC=C1)S(=O)(=O)N1C=CC=2C1=NC=C(C2NC2CNCC2)C#N 1-(benzenesulfonyl)-4-(pyrrolidin-3-ylamino)-1H-pyrrolo[2,3-b]pyridine-5-carbonitrile